2-(3,4-dimethoxyphenyl)ethane-1,2-d COC=1C=C(C=CC1OC)C(C[2H])[2H]